COCCNC(=O)C1=NC=C(C=C1)N1CCNCC1 N-(2-Methoxyethyl)-5-(piperazin-1-yl)pyridineamide